N-[(3R)-1-azabicyclo[2.2.2]octan-3-yl]-7-fluoro-1H,2H,3H-benzo[b]pyrrolizine-9-carboxamide formate C(=O)O.N12C[C@@H](C(CC1)CC2)NC(=O)C=2C1=C(N3CCCC23)C=CC(=C1)F